(3-Mercaptopropyl)trimethoxysilane [1-14C]Acetate [14C](C)(=O)O.SCCC[Si](OC)(OC)OC